Methacroyl-oxyethyltrimethylammonium Chlorid [Cl-].C(=O)(C(=C)C)OCC[N+](C)(C)C